2,2,3,3,5,5,6,6-octafluoro-4-(2,2,3,3-tetrafluoropropyl)morpholine FC1(C(N(C(C(O1)(F)F)(F)F)CC(C(F)F)(F)F)(F)F)F